C(C)(C)C1=C(OC=2C(=NC(=NC2)N)N)C=C(C(=C1)OC)C1=CN=CS1 5-(2-Isopropyl-4-methoxy-5-thiazol-5-yl-phenoxy)-pyrimidine-2,4-diamine